(2S)-2-((S)-3-(4-chlorophenyl)valeramido)-N-(4-(cyclopropylamino)-3,4-dioxo-1-((S)-2-oxopyrrolidin-3-yl)butan-2-yl)-4,4-dimethylpentanamide ClC1=CC=C(C=C1)[C@H](CC(=O)N[C@H](C(=O)NC(C[C@H]1C(NCC1)=O)C(C(=O)NC1CC1)=O)CC(C)(C)C)CC